(13R,13aR)-2,3-dimethoxy-8-oxo-5,6,7,13,13a-pentahydroisoquinolino[2,1-b]isoquinoline-13-carboxylic acid COC=1C(=CC=2CCN3C(C=4C=CC=CC4[C@H]([C@@H]3C2C1)C(=O)O)=O)OC